3-azidomethyl-3-bromomethyl-oxetane N(=[N+]=[N-])CC1(COC1)CBr